C(C)(C)(CC(C)(C)C)N=P(N(C)C)(N(C)C)N(C)C tert.-Octyl-imino-tris-(dimethylamino)-phosphoran